COC1=CC=C(C=C1)C#CC(=O)C1=CC=C(C=C1)C 3-(4-methoxyphenyl)-1-(p-tolyl)prop-2-yn-1-one